N-(4-cyclobutyl-3-(3,3-difluoro-cyclobutyl)-1-methyl-1H-pyrazol-5-yl)-2-(3,3-difluorocyclobutyl)acetamide C1(CCC1)C=1C(=NN(C1NC(CC1CC(C1)(F)F)=O)C)C1CC(C1)(F)F